CC1=CC=C(C=C1)S(=O)(=O)N(CC=1SC=CC1)CC=1SC=CC1 4-methyl-N,N-bis(2-thienylmethyl)benzenesulfonamide